N-methyl-N-(1-phenylvinyl)acrylamide ethyl-30-bromotriacontanoate C(C)OC(CCCCCCCCCCCCCCCCCCCCCCCCCCCCCBr)=O.CN(C(C=C)=O)C(=C)C1=CC=CC=C1